C[SiH2]O[Si](O[SiH](C)C)(O[SiH3])O[SiH3] Methyltrisiloxy(dimethylsiloxy)silane